(E)-2-ethoxy-5-(prop-1-en-1-yl)phenol C(C)OC1=C(C=C(C=C1)\C=C\C)O